(1S,2S,3S,6R)-4-((difluoromethoxy)methyl)-6-((4-methylphenethyl)amino)cyclohex-4-ene-1,2,3-triol FC(OCC=1[C@@H]([C@@H]([C@H]([C@@H](C1)NCCC1=CC=C(C=C1)C)O)O)O)F